tert-butyl (S)-1-(2-fluoro-4-(5-(trifluoromethyl)-1,2,4-oxadiazol-3-yl)phenyl)-5-oxopyrrolidine-2-carboxylate FC1=C(C=CC(=C1)C1=NOC(=N1)C(F)(F)F)N1[C@@H](CCC1=O)C(=O)OC(C)(C)C